BrC1=CN=C2N1N=CC(=C2)C=2C=NN(C2)C 3-bromo-7-(1-methyl-1H-pyrazol-4-yl)imidazo[1,2-b]pyridazine